FC=1C=C(C=CC1)N1C(N(C=C(C1=O)C(=O)Cl)C(C)C)=O 3-(3-fluorophenyl)-1-isopropyl-2,4-dioxo-1,2,3,4-tetrahydropyrimidine-5-carbonyl chloride